2-(3-fluoro-3'-methoxybiphenyl-4-ylcarbamoyl)-cyclopent-1-enecarboxylic acid FC=1C=C(C=CC1NC(=O)C1=C(CCC1)C(=O)O)C1=CC(=CC=C1)OC